N-(3-hydroxy-1-methylindol-5-yl)butanamide OC1=CN(C2=CC=C(C=C12)NC(CCC)=O)C